[Ru+4].FC1=C(C=CC(=C1)C(C(=O)NC1=NC=CC=C1C)C)C1=CC=CC=C1 2-(2-fluoro-[1,1'-biphenyl]-4-yl)-N-(3-methylpyridin-2-yl)propionamide ruthenium (IV)